ClC1=C(CN2C(N(C(C3=CC=C(C=C23)C(=O)NCC2=C(C=C(C=C2F)F)F)C)C)=O)C=CC(=C1)F 1-(2-chloro-4-fluorobenzyl)-3,4-dimethyl-2-oxo-N-(2,4,6-trifluorobenzyl)-1,2,3,4-tetrahydro-quinazoline-7-carboxamide